BrC=1C(=NC(=NC1)NC1=C(C=C(C(=C1)OC)N1CCN(CC1)C)C)NC1=C(C(=CC=C1)F)C(C)(C)O 2-(2-((5-Bromo-2-((5-methoxy-2-methyl-4-(4-methylpiperazin-1-yl)phenyl)amino)pyrimidin-4-yl)amino)-6-fluorophenyl)propan-2-ol